Cl.NCCCNC(OC1CCC2C3CCC4CCCC4C3C(C=C2C1)[C@H](C)CCCC(C)C)=O 7-((R)-6-methylheptan-2-yl)-2,3,4,7,8,9,10,11,12,13,14,15,16,17-tetradecahydro-1H-cyclopenta[a]phenanthren-3-yl (3-aminopropyl)carbamate, hydrochloride salt